3,6-dideoxy-L-xylose C[C@H]1[C@H](C[C@@H](C(O1)O)O)O